C(N)(=O)C=1C=C(C(=C2C=C(NC12)C)C1=C2CCN(C(C2=CC=C1)C)C(=O)OC(C)(C)C)F tert-butyl 5-(7-carbamoyl-5-fluoro-2-methyl-1H-indol-4-yl)-1-methyl-3,4-dihydroisoquinoline-2(1H)-carboxylate